4,4-difluoro-2-(naphthalen-1-yl)butanoic acid ethyl ester C(C)OC(C(CC(F)F)C1=CC=CC2=CC=CC=C12)=O